Cl.CNC(C=1C(C(=O)N)=CC=CC1)=O N-methyl-phthalic diamide hydrochloride